[Pb].[Cs].C(C(=C)C)(=O)OC1=CC=C(C=C1)C1=C2C=CC(C(=C3C=CC(=C(C=4C=CC(=C(C5=CC=C1N5)C5=CC=C(C=C5)OC(C(=C)C)=O)N4)C4=CC=C(C=C4)OC(C(=C)C)=O)N3)C3=CC=C(C=C3)OC(C(=C)C)=O)=N2.[Zn] zinc tetrakis[4-(methacryloyloxy)phenyl]porphyrin cesium lead